N-acetyl-2,2-dimethylpropionamide C(C)(=O)NC(C(C)(C)C)=O